N1CCC(CC1)CN1CCNCC1 (piperidin-4-ylmethyl)piperazin